N-((3-methylbenzofuran-2-yl)methyl)acrylamide CC1=C(OC2=C1C=CC=C2)CNC(C=C)=O